4-{[(3S)-piperidin-3-yl]amino}-6-[1-(propan-2-yl)-1H-pyrazol-4-yl]pyrido[3,2-d]pyrimidine-8-carboxamide N1C[C@H](CCC1)NC=1C2=C(N=CN1)C(=CC(=N2)C=2C=NN(C2)C(C)C)C(=O)N